C(C)(C)(C)OC(=O)N1C2CN(CC(C1)C2)C=2C=NC=CC2C2=CC(=C(C=C2)CN)C 3-[4-[4-(aminomethyl)-3-methylphenyl]-3-pyridinyl]-3,6-diazabicyclo[3.2.1]octane-6-carboxylic acid tert-butyl ester